N-oleyl-morpholine C(CCCCCCC\C=C/CCCCCCCC)N1CCOCC1